rac-(3aR,4S,6aR)-1-(5-(2-cyanopyridin-4-yl)oxazole-2-carbonyl)-4-methylhexahydropyrrolo[3,4-b]pyrrole-5(1H)-carboxylic acid tert-butyl ester C(C)(C)(C)OC(=O)N1C[C@@H]2N(CC[C@@H]2[C@@H]1C)C(=O)C=1OC(=CN1)C1=CC(=NC=C1)C#N |r|